C/C(/C=C/C1=C(C(CCC1(C)C)C=1N=C(SC1)C(=O)OC)C)=C\C=C\C(=C/C(NC1=CC=CC=C1)=O)\C methyl 4-(3-((1E,3E,5E,7Z)-3,7-dimethyl-9-oxo-9-(phenylamino)nona-1,3,5,7-tetraen-1-yl)-2,4,4-trimethylcyclohex-2-en-1-yl)thiazole-2-carboxylate